FC(OC=1C=C(C(=O)NC)C=CC1NCC#C)F 3-(difluoromethoxy)-N-methyl-4-(prop-2-yn-1-ylamino)benzamide